C(C1=CC=CC=C1)OC(NC=1C=NC=CC1C=O)=O (4-FORMYL-PYRIDIN-3-YL)-CARBAMIC ACID BENZYL ESTER